BrC=1C(=C2C(=C(C(=NC2=CC1F)NCCNC(=O)OC(C)(C)C)C(=O)[O-])CC)F 6-bromo-4-ethyl((2-((tert-butoxycarbonyl)amino)ethyl)amino)-5,7-difluoroquinoline-3-carboxylate